[Li].[Fe](Cl)(Cl)=S.[Li] lithium iron chloride sulfide lithium